(1,3-dioxoisoindolin-2-yl) (1S,2S)-2-(2-trityloxyethoxy)cyclopropanecarboxylate C(C1=CC=CC=C1)(C1=CC=CC=C1)(C1=CC=CC=C1)OCCO[C@@H]1[C@H](C1)C(=O)ON1C(C2=CC=CC=C2C1=O)=O